3-(5-(3-(2-fluorophenyl)azetidine-1-carbonyl)-1-oxoisoindolin-2-yl)piperidine-2,6-dione FC1=C(C=CC=C1)C1CN(C1)C(=O)C=1C=C2CN(C(C2=CC1)=O)C1C(NC(CC1)=O)=O